IC(I)(I)I Tetraiodomethan